NC=1C=C(C2=C(OCCO2)C1)N1C(CNCC1)C 7-Amino-5-(2-methylpiperazin-1-yl)-2,3-dihydro-1,4-benzodioxine